C(CCCCC)C=1C(=C(C=CC1)NC(=O)N)CCCCCC N-(dihexylphenyl)urea